[(1R,2S,4R)-4-{[5-({4-[(2S)-2-(3-chlorophenyl)pyrrolidin-2-yl]-2-thienyl}carbonyl)pyrimidin-4-yl]amino}-2-hydroxycyclopentyl]methyl sulfamate S(N)(OC[C@@H]1[C@H](C[C@@H](C1)NC1=NC=NC=C1C(=O)C=1SC=C(C1)[C@@]1(NCCC1)C1=CC(=CC=C1)Cl)O)(=O)=O